FC=1C=C(C=C(C1F)F)C=1N=NN(C1)[C@@H]1[C@H]([C@@H](OC2=CC(=CC=C2)Cl)O[C@@H]([C@@H]1O)CO)O 3-Chlorophenyl 3-deoxy-3-[4-(3,4,5-trifluorophenyl)-1H-1,2,3-triazol-1-yl]-α-D-galactopyranoside